O1[C@@H]2CN([C@H](C3=C1C=CC=C3)C2)C(=O)C2CCN(CC2)C2=CC(=NC=N2)C#N 6-{4-[(2S,5S)-2,3-dihydro-2,5-methano-1,4-benzoxazepine-4(5H)-carbonyl]piperidin-1-yl}pyrimidine-4-carbonitrile